ClC1=CC=C(CN2C(C3=CC=CC=C3C(C2C=2SC(=CC2)Cl)C(=O)O)=O)C=C1 2-(4-chloro-benzyl)-3-(5-chloro-thiophen-2-yl)-1-oxo-1,2,3,4-tetrahydro-isoquinoline-4-carboxylic acid